C(C)N1CCC(CC1)NC1=NC(=NC2=CC(=C(C=C12)OC)C#CCCN1CCCC1)N1CCN(CCC1)C N-(1-ethylpiperidine-4-yl)-6-methoxy-2-(4-methyl-1,4-diazepane-1-yl)-7-(4-(pyrrolidine-1-yl)but-1-yn-1-yl)quinazolin-4-amine